3-(2,3-dihydro-1H-indol-1-ylcarbonyl)-1,5,7-trimethyl-1,5-dihydro-4H-pyrrolo[3,2-c]pyridin-4-one N1(CCC2=CC=CC=C12)C(=O)C1=CN(C2=C1C(N(C=C2C)C)=O)C